OCCNC1=CC=CC(=N1)S(=O)(=O)NC(=O)C=1C(=NC(=CC1)C1=CC=CC=C1)OC1=C(C=C(C=C1C)C)C N-[[6-(2-Hydroxyethylamino)-2-pyridyl]sulfonyl]-6-phenyl-2-(2,4,6-trimethylphenoxy)pyridin-3-carboxamid